bis(4-methoxyphenyl)iodonium bromide [Br-].COC1=CC=C(C=C1)[I+]C1=CC=C(C=C1)OC